C(#C)C1=NC(=CC(=C1)C1=NC=2C=CC3=C(C2C=C1)C1=C(S3)C(N[C@@H](CN1)C)=O)N1CCNCC1 (R)-3-(2-ethynyl-6-(piperazin-1-yl)pyridin-4-yl)-10-methyl-9,10,11,12-tetrahydro-8H-[1,4]diazepino[5',6':4,5]thieno[3,2-f]quinolin-8-one